CC1=CC=C(C=C1)S(=O)(=O)N1N=C(C=C1)C(=O)NCC=1SC=C(N1)C 1-(4-methylbenzene-1-sulfonyl)-N-[(4-methyl-1,3-thiazol-2-yl)methyl]-1H-pyrazole-3-carboxamide